benzimidazolo[2,1-a]Isoquinolin C1=CC=CC=2C=CN3C(C12)=NC1=C3C=CC=C1